4-[[4-fluoro-3-[4-[4-[[3-oxo-2-(2-pyridyl)-1H-pyrazolo[3,4-d]pyrimidin-6-yl]amino]phenyl]piperazine-1-carbonyl]phenyl]methyl]-2H-phthalazin-1-one FC1=C(C=C(C=C1)CC1=NNC(C2=CC=CC=C12)=O)C(=O)N1CCN(CC1)C1=CC=C(C=C1)NC1=NC=C2C(=N1)NN(C2=O)C2=NC=CC=C2